CC1=CC=C2N1C=C(NC2=O)C2CN(CC2)C(=O)OC(C)(C)C tert-butyl 3-(6-methyl-1-oxo-1,2-dihydropyrrolo[1,2-a]pyrazin-3-yl)pyrrolidine-1-carboxylate